The molecule is the product from the treatment of protoaphin aglucone with protoaphin dehydratase (EC 4.2.1.73). It is an organic polycyclic compound and a hemiketal. It is a conjugate acid of a xanthoaphin(1-). C[C@@H]1[C@@H]2C3=C([C@H](O1)C)C(=C4C(=O)C[C@]5(C6=C7C8=C([C@H](O[C@@H]([C@H]8O5)C)C)C(=C9C7=C(C3=C46)[C@@](O2)(CC9=O)O)O)O)O